methyl 2-(4-{[(tert-butyldimethylsilyl) oxy] methyl}-3-methoxyphenyl)-2-cyanoacetate [Si](C)(C)(C(C)(C)C)OCC1=C(C=C(C=C1)C(C(=O)OC)C#N)OC